C(C1=CC=CC=C1)NC(N(C1=NC=C(C=C1)C=1C=NN(C1)C)[C@@H]1CC[C@H](CC1)NC1=NC=C(C(=N1)NCC1=CC=NC=C1)C#N)=O 3-benzyl-1-(trans-4-((5-cyano-4-((pyridin-4-ylmethyl)amino)pyrimidin-2-yl)amino)cyclohexyl)-1-(5-(1-methyl-1H-pyrazol-4-yl)pyridin-2-yl)urea